Cl.Cl.ClC=1C=C(C=C(C1)C=1C=C2C=C(C(=NC2=CC1)N1CCNCC1)Cl)CN [3-chloro-5-(3-chloro-2-piperazin-1-yl-6-quinolyl)phenyl]methanamine dihydrochloride